The molecule is an alpha-amino-acid anion. It is a conjugate base of a histidine. It is a conjugate acid of a histidinate(2-). C1=C(NC=N1)CC(C(=O)[O-])N